5-nitronicotinic acid [N+](=O)([O-])C=1C=NC=C(C(=O)O)C1